COC1=C(C=CC(=C1)OC)CNC=1N=C2C=C(C=NC2=CC1C)C(=O)OCC ethyl 6-{[(2,4-dimethoxyphenyl)methyl]amino}-7-methyl-1,5-naphthyridine-3-carboxylate